N,N-diethyl-1-{2-[7-fluoro-6-(methoxymethoxy)-2-methylindazol-5-yl]quinazolin-6-yl}piperidin-4-amine C(C)N(C1CCN(CC1)C=1C=C2C=NC(=NC2=CC1)C1=CC2=CN(N=C2C(=C1OCOC)F)C)CC